tert-butyl (1,3-dioxoisoindolin-2-yl)(ethyl)carbamate O=C1N(C(C2=CC=CC=C12)=O)N(C(OC(C)(C)C)=O)CC